2-iodo-2-phenylacetic acid sodium salt [Na+].IC(C(=O)[O-])C1=CC=CC=C1